N-(5-(pyridin-2-yl)pyrimidin-2-yl)picolinamide N1=C(C=CC=C1)C=1C=NC(=NC1)NC(C1=NC=CC=C1)=O